ethyl 1-(3-bromophenyl)-4-formyl-2,5-dimethyl-1H-pyrrole-3-carboxylate BrC=1C=C(C=CC1)N1C(=C(C(=C1C)C=O)C(=O)OCC)C